The molecule is the sodium salt of sulcofuron. It has a role as an epitope. It is an organochlorine insecticide, an organic sodium salt and a member of ureas. It contains a sulcofuronate. C1=CC(=C(C=C1NC(=O)NC2=C(C=CC(=C2)Cl)OC3=C(C=C(C=C3)Cl)S(=O)(=O)[O-])Cl)Cl.[Na+]